C(C)(C)N(S(=O)(=O)C1=CC=C(C=C1)NC(=O)C1=C(C=CC=C1)SC/C(=C/CNC(OC(C)(C)C)=O)/F)C(C)C (Z)-tert-butyl (4-((2-((4-(N,N-diisopropylsulfamoyl)phenyl)-carbamoyl)phenyl)thio)-3-fluorobut-2-en-1-yl)carbamate